C[N+]1(CCCC1)CC2=C(N3[C@@H]([C@@H](C3=O)NC(=O)/C(=N\\OC)/C4=CSC(=N4)N)SC2)C(=O)[O-] The molecule is a cephalosporin bearing (1-methylpyrrolidinium-1-yl)methyl and (2Z)-2-(2-amino-1,3-thiazol-4-yl)-2-(methoxyimino)acetamido groups at positions 3 and 7, respectively, of the cephem skeleton. It has a role as an antibacterial drug. It is a cephalosporin and an oxime O-ether. It is a conjugate base of a cefepime(1+).